FC1(C[C@@]12CN([C@@H](C2)C(=O)N[C@H](C(C(=O)N)O)C[C@H]2C(NCCC2)=O)C(=O)C=2NC1=CC=CC(=C1C2)OC)F (3S)-3-{[(3S,6S)-1,1-difluoro-5-(4-methoxy-1H-indole-2-carbonyl)-5-azaspiro[2.4]heptan-6-yl]formamido}-2-hydroxy-4-[(3S)-2-oxopiperidin-3-yl]butanamide